N[C@@H](C(=O)NC1=CC=C(C=C1)C1=C2C(=NC=C1)NC(=C2)C)CC(C)C (2R)-2-Amino-4-methyl-N-[4-[2-methyl-1H-pyrrolo[2,3-b]pyridin-4-yl]phenyl]pentanamide